5-CHLORO-1-(TRIISOPROPYLSILYL)-PYRROL-3-YLBORONIC ACID ClC1=CC(=CN1[Si](C(C)C)(C(C)C)C(C)C)B(O)O